[6-[3-(1-hydroxycyclopropyl)-1H-1,2,4-triazol-5-yl]-2-azaspiro[3.3]heptan-2-yl]-[3-[4-(3-neopentyltriazol-4-yl)phenyl]azetidin-1-yl]methanone OC1(CC1)C1=NNC(=N1)C1CC2(CN(C2)C(=O)N2CC(C2)C2=CC=C(C=C2)C=2N(N=NC2)CC(C)(C)C)C1